COC1=C(C=C(C=N1)CC(C(C)C)=O)OCCCOC 1-(6-Methoxy-5-(3-methoxypropoxy)pyridin-3-yl)-3-methylbutan-2-one